OC[C@@H]1OC[C@@H](O1)N1C(=O)N=C(N)C=C1 (2R,4R)-1-(2-hydroxymethyl-1,3-dioxolan-4-yl)cytosine